2-(p-tolyl)propan-1-one C1(=CC=C(C=C1)C(C=O)C)C